(6bR,10aS)-6b,7,8,9,10,10a-hexahydro-1H-pyrido[3',4':4,5]pyrrolo-[1,2,3-de]quinoxalin-2(3H)-one HBr Br.C1C(NC=2C=CC=C3C2N1[C@@H]1[C@H]3CNCC1)=O